[Rh].OC1=CCCC=CCC1 hydroxy(1,5-cyclooctadiene) rhodium